C12C3C(C(CC1)C2)O3 norbornene oxide